COC1CCC(CC1)CN[C@@H]1[C@H](CCCC1)OC=1C=C2CN(C(C2=CC1)=O)C1C(NC(CC1)=O)=O 3-(5-(((1S,2S)-2-((((1r,4S)-4-methoxycyclohexyl)methyl)amino)cyclohexyl)oxy)-1-oxoisoindolin-2-yl)piperidine-2,6-dione